N-(6-((2-(L-Seryl)hydrazineylidene)methyl)-2,3-dihydroxyphenyl)acetamide N[C@@H](CO)C(=O)NN=CC1=CC=C(C(=C1NC(C)=O)O)O